5-Bromo-2-(4-((dimethylamino)methyl)piperidin-1-yl)pyridin-3-amine BrC=1C=C(C(=NC1)N1CCC(CC1)CN(C)C)N